FC1(CN(CC1)C(=O)C=1C=NN2C1CNCC2)F 3,3-difluoro-1-{4H,5H,6H,7H-pyrazolo[1,5-a]pyrazine-3-carbonyl}pyrrolidine